N[C@H]1CN(CC1)C1=NC2=CC=C(C=C2C(=N1)C1=CC(=C(C#N)C=C1)F)C1=CC(=C(C=C1)OC)F (R)-4-(2-(3-aminopyrrolidin-1-yl)-6-(3-fluoro-4-methoxyphenyl)quinazolin-4-yl)-2-fluorobenzonitrile